N-(4-fluoro-5-formylthiazol-2-yl)acetamide-2,2,2-d3 FC=1N=C(SC1C=O)NC(C([2H])([2H])[2H])=O